ClC=1C=NC=CC1N1C=C(C=2C1=NC=C(C2)C=2C(=NOC2C)C)C2=C(C=C(C(=O)O)C=C2)OC(F)(F)F 4-(1-(3-chloropyridin-4-yl)-5-(3,5-dimethylisoxazol-4-yl)-1H-pyrrolo[2,3-b]pyridin-3-yl)-3-(trifluoromethoxy)benzoic acid